CC1=CC=C(C=C1)SC(NC)C(=O)O D-2-(4-methylphenylsulfanyl)sarcosine